C(C)(C)(C)OC(=O)N(S(=O)(=O)C1=CC(=C(C=C1F)NCC1=C(CN2CC3(CN(C3)C(=O)OC(C)(C)C)C2)C=CC=C1Cl)Cl)C=1N=CSC1 tert-butyl 6-(2-(((4-(N-(tert-butoxycarbonyl)-N-(thiazol-4-yl) sulfamoyl)-2-chloro-5-fluorophenyl) amino) methyl)-3-chlorobenzyl)-2,6-diazaspiro[3.3]heptane-2-carboxylate